FC1=CC=2[C@@H]3C[C@H](CN3C=3C=CN4N=CC(C(NC[C@@H](COC2C=C1)O)=O)=C4N3)O (4R,6S,15S)-9-fluoro-4,15-dihydroxy-13-oxa-2,17,21,22,25-pentaazapentacyclo[17.5.2.02,6.07,12.022,26]hexacosa-1(25),7(12),8,10,19(26),20,23-heptaen-18-one